trimethyl-silane acrylate C(C=C)(=O)O.C[SiH](C)C